ClC1=CC(=C(C=C1)C1=CC=C(C=C1)C(=O)NCC(=O)N1CC2(OCCO2)C[C@H]1C(=O)O)F (S)-7-((4'-chloro-2'-fluoro-[1,1'-biphenyl]-4-carbonyl)glycyl)-1,4-dioxa-7-azaspiro[4.4]nonane-8-carboxylic acid